ClC=1C=C2C(=NC1S(=O)(=O)C)N(N=C2)C=2C=NN(C2)C2CC2 5-chloro-1-(1-cyclopropyl-1H-pyrazol-4-yl)-6-(methylsulfonyl)-1H-pyrazolo[3,4-b]pyridine